4,4'-dibromo-7,7'-dihydroxy-1,1'-spirobiindane BrC1=C2CCC3(C2=C(C=C1)O)CCC1=C(C=CC(=C13)O)Br